(2-amino-5-(trifluoromethyl)phenyl)dimethylphosphine oxide NC1=C(C=C(C=C1)C(F)(F)F)P(C)(C)=O